N-[3-[(2-thienylmethylamino)methyl]phenyl]acetamid S1C(=CC=C1)CNCC=1C=C(C=CC1)NC(C)=O